FC1=C(C(=CC(=C1)S(=O)(=O)N1CCC(CC1)F)F)C1=NC2=CC(=CC=C2C(=C1)C)C(=O)OC methyl 2-[2,6-difluoro-4-(4-fluoropiperidine-1-sulfonyl) phenyl]-4-methylquinoline-7-carboxylate